C1(CCCC1)N1N=C(C=2C(=NC=C(C21)OC)N)C2=CC=C(C=C2)OC2=CC=CC=C2 1-Cyclopentyl-7-methoxy-3-(4-phenoxy-phenyl)-1H-pyrazolo[4,3-c]pyridin-4-ylamine